CC1(C(N(C2=CC=CC(=C12)C=1C=CC(=C(C(=O)NC2=CC=CC=C2)C1)C(F)(F)F)C1=NC=CC=N1)=O)C 5-(3,3-dimethyl-2-oxo-1-(pyrimidin-2-yl)indolin-4-yl)-N-phenyl-2-(trifluoromethyl)benzamide